5-ethylsulfonyl-6-(4-isopropyl-5-oxo-4,5-dihydro-1H-imidazol-2-yl)nicotinonitrile C(C)S(=O)(=O)C=1C(=NC=C(C#N)C1)C=1NC(C(N1)C(C)C)=O